COC1=CC=C(C=C1)C1(C=CC2=C(O1)C1=CC=CC=C1C(=C2C(=O)OC)O)C(C)(C)C 2-(4-Methoxyphenyl)-2-tert-butyl-5-methoxy-carbonyl-6-hydroxy-2H-naphtho[1,2-b]pyran